(rac)-1-((1S,2R,4R)-2-((tert-butyldiphenylsilyl)methyl)-2-methylbicyclo[2.1.1]hexan-1-yl)pent-4-en-1-one [Si](C1=CC=CC=C1)(C1=CC=CC=C1)(C(C)(C)C)C[C@]1(C2(CC(C1)C2)C(CCC=C)=O)C |r|